C(C)C=1N=C(N=NC1C1=C(C=C(C=C1)C(F)(F)F)O)N[C@H]1CN(CCC1)C 2-(5-ethyl-3-{[(3R)-1-methylpiperidin-3-yl]amino}-1,2,4-triazin-6-yl)-5-(trifluoromethyl)phenol